1-(2,2-dimethyl-2,3-dihydropyridin-4-yl)azepane CC1(N=CC=C(C1)N1CCCCCC1)C